2-(7-(3,5-dichlorophenyl)-2-(ethylsulfonyl)pyrazolo[1,5-a]pyrimidin-3-yl)-3-methyl-6-(trifluoromethyl)-3H-imidazo[4,5-b]pyridine ClC=1C=C(C=C(C1)Cl)C1=CC=NC=2N1N=C(C2C2=NC=1C(=NC=C(C1)C(F)(F)F)N2C)S(=O)(=O)CC